C1(CCC1)N1C=NC(=C1)C1=C(C=CC(=C1)NC1=NC=C(C=C1)C(F)(F)F)S(=O)(=O)N(C)CC1=CC=C(C=C1)OC (1-cyclobutyl-1H-imidazol-4-yl)-N-(4-methoxybenzyl)-N-methyl-4-((5-(trifluoromethyl)pyridin-2-yl)amino)benzenesulfonamide